N-[4-(2-isobutoxy-6-methyl-phenyl)-6-[4-(4-methylpiperazin-1-yl)phenoxy]pyrimidin-2-yl]-1-methyl-pyrazole-4-sulfonamide C(C(C)C)OC1=C(C(=CC=C1)C)C1=NC(=NC(=C1)OC1=CC=C(C=C1)N1CCN(CC1)C)NS(=O)(=O)C=1C=NN(C1)C